5-amino-3-cyclopropylpyrazole-1-carboxylic acid (4-benzoimidazol-1-yl-phenyl)-amide N1(C=NC2=C1C=CC=C2)C2=CC=C(C=C2)NC(=O)N2N=C(C=C2N)C2CC2